4-(7-methyl-5,8-dihydrooxepino[3,2-f]benzofuran-2-yl)benzene-1,2-diol CC1=CCC=2C(=CC3=C(C=C(O3)C=3C=C(C(=CC3)O)O)C2)OC1